NC1=NC=C(C=C1OC=1C=C(C=CC1)NC(=O)NC=1C=NN(C1)C(C)(C)C)Cl 1-(3-((2-amino-5-chloropyridin-3-yl)oxy)phenyl)-3-(1-(tert-butyl)-1H-pyrazol-4-yl)urea